ClC=1C(N(C=C(C1)C(=O)NC1=CC=C(C=C1)OC(F)(F)Cl)C=1C=NC=CC1)=O chloro-N-[4-(chlorodifluoromethoxy)phenyl]-2-oxo-2H-[1,3'-bipyridine]-5-carboxamide